FC1=C(C(=CC=C1)F)C=1N=C(C2=C(N1)CNC2=O)NC2=CC=C(C(=O)NCCN1CCOCC1)C=C2 4-((2-(2,6-difluorophenyl)-5-oxo-6,7-dihydro-5H-pyrrolo[3,4-d]pyrimidin-4-yl)amino)-N-(2-morpholinoethyl)benzamide